FCC1(CC1)COC(=O)C1=CC=C2C(=N1)NC=N2 ((1-(fluoromethyl)cyclopropyl)methyl)-3H-imidazolo[4,5-b]pyridine-5-carboxylate